OC1=C(C(C(=O)O)=CC=C1O)C(=O)O 3,4-dihydroxyphthalic acid